ClC=1C=C(C=CC1)C(C(C(C)C)OC(=O)N[C@@H](CC1=CC=CC=C1)C(=O)OC)(F)F Methyl (((1-(3-chlorophenyl)-1,1-difluoro-3-methylbutan-2-yl)oxy)carbonyl)-L-phenylalaninate